C(=C)[C@@H]1[C@H](C1)C(=O)O (1S,2R)-2-vinylcyclopropane-1-carboxylic acid